4-nitrophenyl azide [N+](=O)([O-])C1=CC=C(C=C1)N=[N+]=[N-]